thiomorpholin 1,1-dioxide hydrochloride Cl.N1CCS(CC1)(=O)=O